FC1=C(N)C=CC(=C1)C(F)(F)F 2-fluoro-4-(trifluoromethyl)aniline